2-(1-ethyl-2-oxabicyclo[2.1.1]hexan-4-yl)-7-isopropoxy-imidazo[1,2-a]pyridine-6-carboxylic acid C(C)C12OCC(C1)(C2)C=2N=C1N(C=C(C(=C1)OC(C)C)C(=O)O)C2